(S)-5-(1-(4-fluorobenzyl)pyrrolidin-2-yl)-3-(3-phenylpropyl)-1,2,4-oxadiazole FC1=CC=C(CN2[C@@H](CCC2)C2=NC(=NO2)CCCC2=CC=CC=C2)C=C1